ClC1=C(CNC(=O)[C@H]2C=3C=CC=NC3[C@@H](CC2)O)C=CC(=C1)F (5r,8r)-N-(2-chloro-4-fluorobenzyl)-8-hydroxy-5,6,7,8-tetrahydroquinoline-5-carboxamide